FC1=C(C(=O)NC)C=CC(=C1)C=1N=C2C(=NC1)N=NN2C(C)C=2C=C1C=C(C=NC1=CC2F)C=2C=NN(C2)C 2-fluoro-4-(3-(1-(7-fluoro-3-(1-methyl-1H-4-pyrazolyl)quinolin-6-yl)ethyl)-3H-[1,2,3]triazolo[4,5-b]pyrazin-5-yl)-N-methylbenzamide